C(C)(C)(C)OC(=O)N[C@H](C(=O)OC)C1CCC(CC1)(F)F Methyl (S)-2-((tert-butoxycarbonyl)amino)-2-(4,4-difluorocyclohexyl)acetate